C1(CC1)CC(C(=O)N[C@H](CO)C[C@H]1C(NCC1)=O)N1C(C=CC=C1)=O 1-(3-cyclopropyl-1-(((S)-1-hydroxy-3-((S)-2-oxopyrrolidin-3-yl)propan-2-yl)amino)-1-oxopropan-2-yl)-2-oxo-1,2-dihydropyridin